2-(2-(4-(2-oxoazetidin-1-yl)phenoxy)acetyl)-8-(3-(trifluoromethyl)phenyl)-1,3,4,12a-tetrahydrobenzo[e]pyrazino[1,2-a][1,4]diazepine-6,12(2H,11H)-dione O=C1N(CC1)C1=CC=C(OCC(=O)N2CC3N(C(C4=C(NC3=O)C=CC(=C4)C4=CC(=CC=C4)C(F)(F)F)=O)CC2)C=C1